NC1=NC=NC=2N(C3=CC(=C(C=C3C21)OC)OC)CC(=O)N2[C@@H]1C[C@@H]1C[C@H]2C(=O)NC2=NC(=CC=C2)Br (1R,3S,5R)-2-(2-(4-amino-6,7-dimethoxy-9H-pyrimido[4,5-b]indol-9-yl)acetyl)-N-(6-bromopyridin-2-yl)-2-azabicyclo[3.1.0]hexane-3-carboxamide